C(C)(C)C1=CC(=CC2=C1N(C(N2C)=O)C)C=2C=CC=C1C=C(N=CC21)C=2C=C(C(=NC2)C(=O)O)OC 5-(8-(7-isopropyl-1,3-dimethyl-2-oxo-2,3-dihydro-1H-benzo[d]imidazol-5-yl)isoquinolin-3-yl)-3-methoxypicolinic acid